(1R,3S,5R)-N-(2-(1H-pyrazol-1-yl)ethyl)-2-(2-(3-acetyl-7-methyl-5-(2-methylpyrimidin-5-yl)-1H-indazol-1-yl)acetyl)-5-methyl-2-azabicyclo[3.1.0]hexane-3-carboxamide N1(N=CC=C1)CCNC(=O)[C@H]1N([C@@H]2C[C@@]2(C1)C)C(CN1N=C(C2=CC(=CC(=C12)C)C=1C=NC(=NC1)C)C(C)=O)=O